C1(CCCCC1)C=1NC2=C(C=CC=C2C1CCC(=O)N[C@@H]1C(NC[C@H]1O)=O)C1COCC1 3-(2-cyclohexyl-7-tetrahydrofuran-3-yl-1H-indol-3-yl)-N-[(3S,4R)-4-hydroxy-2-oxo-pyrrolidin-3-yl]propanamide